5-(2,3,5-trifluorobenzyl)-N-(4-(5-((4-hydroxy-4-methylpentyl)oxy)-2-methylphenyl)pyridin-2-yl)-4H-1,2,4-triazole-3-carboxamide FC1=C(CC=2NC(=NN2)C(=O)NC2=NC=CC(=C2)C2=C(C=CC(=C2)OCCCC(C)(C)O)C)C=C(C=C1F)F